CC1=C(C=CC(=C1)[N+](=O)[O-])C1(CC1)C#N 1-(2-methyl-4-nitrophenyl)cyclopropane-1-carbonitrile